O=C1NC2=C(C=3C=CN=CC13)NC(=C2)C(=O)O 5-oxo-4,5-dihydro-1H-pyrrolo[3,2-c][2,7]naphthyridine-2-carboxylic acid